(2R,4S)-1-acetyl-4-((3-(cyclopropylmethoxy)-4-(difluoromethoxy)phenyl)amino)-N-(1-oxoisoindolin-5-yl)pyrrolidine-2-carboxamide C(C)(=O)N1[C@H](C[C@@H](C1)NC1=CC(=C(C=C1)OC(F)F)OCC1CC1)C(=O)NC=1C=C2CNC(C2=CC1)=O